(2S)-3-{4-[(E)-N,N'-dimethyl-N''-[(2,2,4,6,7-pentamethyl-2,3-dihydro-1-benzofuran-5-yl)sulfonyl]carbamimidamido]phenyl}-2-({[(9H-fluoren-9-yl)methoxy]carbonyl}amino)propanoic acid CN(\C(=N\S(=O)(=O)C=1C(=C(C2=C(CC(O2)(C)C)C1C)C)C)\NC)C1=CC=C(C=C1)C[C@@H](C(=O)O)NC(=O)OCC1C2=CC=CC=C2C=2C=CC=CC12